methyl (7-hydroxy-1-((5-(hydroxy methyl)-3-methoxy pyridin-2-yl)methyl)-1H-pyrazolo[4,3-d]pyrimidin-5-yl)carbamate OC=1C2=C(N=C(N1)NC(OC)=O)C=NN2CC2=NC=C(C=C2OC)CO